C1(CCC1)CN(C(OCC1=C(N=NN1C)C1=NC(=C(C=C1)O[C@@H]1C[C@H](CCC1)C(N)=O)C)=O)C (4-(5-(((1S,3S)-3-carbamoylcyclohexyl)oxy)-6-methylpyridin-2-yl)-1-methyl-1H-1,2,3-triazol-5-yl)methyl (cyclobutylmethyl)(methyl)carbamate